C(C=C)(=O)N1[C@H](CN(CC1)C1=NC(=NC=2C[C@@]3(CCC12)C=C(C1=CC=CC=C13)C)OC[C@H]1N(CCC1)C)CC#N 2-((S)-1-Acryloyl-4-((S)-3-methyl-2'-(((S)-1-methylpyrrolidin-2-yl)methoxy)-5',8'-dihydro-6'H-spiro[indene-1,7'-quinazolin]-4'-yl)piperazin-2-yl)acetonitrile